6-amino-2-(3,5-dichloro-4-((7-methyl-1-oxo-2,5,6,7-tetrahydro-1H-cyclopenta[d]pyridazin-4-yl)oxy)phenyl-2-d)-1,2,4-triazine-3,5(2H,4H)-dione NC=1C(NC(N(N1)C1=C(C(=C(C(=C1)Cl)OC=1C2=C(C(NN1)=O)C(CC2)C)Cl)[2H])=O)=O